Cl.Cl.N1N=CC(=C1)C1=CC=C(C=C1)C(C(=O)N)(CN)C1=CC=C(C=C1)C=O (4-(1H-pyrazol-4-yl)phenyl)-3-amino-2-(4-formylphenyl)propanamide dihydrochloride